[Li].[C].[O] oxygen carbon lithium